5-chloro-3-(2-chloro-3-fluoro-5-methylpyridin-4-yl)-2-methyl-6-((1S,2S)-2-(2-(methyl-d3)-2H-1,2,3-triazol-4-yl)cyclopropyl)pyrimidin-4(3H)-one ClC=1C(N(C(=NC1[C@@H]1[C@H](C1)C1=NN(N=C1)C([2H])([2H])[2H])C)C1=C(C(=NC=C1C)Cl)F)=O